6-((5-chloro-3-(2,2,2-trifluoroethoxy)pyridin-2-yl)oxy)-8-fluoro-5-methyl-[1,2,4]triazolo[1,5-a]pyridine-2-carboxylic acid ClC=1C=C(C(=NC1)OC=1C=C(C=2N(C1C)N=C(N2)C(=O)O)F)OCC(F)(F)F